N-(3-Aminophenethyl)-2-ethynylthiazole-4-carboxamide NC=1C=C(CCNC(=O)C=2N=C(SC2)C#C)C=CC1